CC=1C=CC=C2C(=CN=NC12)NC1=NC(=NC=C1)NC1=CC=C(C=C1)CN1CCOCC1 N4-(8-methylcinnolin-4-yl)-N2-(4-(morpholinomethyl)phenyl)pyrimidine-2,4-diamine